CN1CCN(CCC1)CC(=O)NC1=CC=C(C=C1)OC1CC(C1)N1CCCCC1 2-(4-methyl-1,4-diazepan-1-yl)-N-(4-(3-(piperidin-1-yl)cyclobutoxy)phenyl)acetamide